C(C=CC=C\C=C/CCCCCCCCC)=O 7Z,10Z,13Z-Hexadecatrienal